[3-(3,6-dimethoxy-9H-carbazole-9-yl)propyl]phosphoric acid COC=1C=CC=2N(C3=CC=C(C=C3C2C1)OC)CCCOP(O)(O)=O